CC=1N(C=CN1)C1=CC(=NC=N1)C[C@@H]1CC[C@H](CC1)C(=O)O trans-4-[[6-(2-methylimidazol-1-yl)pyrimidin-4-yl]methyl]cyclohexanecarboxylic acid